(S)-2-((2-oxo-3-phenyloxazolidin-5-yl)methyl)isoindoline-1,3-dione O=C1O[C@H](CN1C1=CC=CC=C1)CN1C(C2=CC=CC=C2C1=O)=O